ClC=1C=C(C=CC1Cl)C=1N=C(SC1CC(C)C)NCC(C(=O)OC)CC=1C=NC(=NC1)O methyl 3-(4-(3,4-dichlorophenyl)-5-isobutylthiazol-2-ylamino)-2-((2-hydroxypyrimidin-5-yl)methyl)propanoate